6-methyl-pyrazolo[1,5-a]-benzimidazole CC1=CC2=C(N3C(N2)=CC=N3)C=C1